6-chloro-2-(2,6-dichlorophenyl)pyrido[2,3-b]pyrazin-3(4H)-one ClC=1C=CC2=C(NC(C(=N2)C2=C(C=CC=C2Cl)Cl)=O)N1